2-[N-(CYCLOPROPYLMETHYL)(4-ACETYL-1H-PYRROL-2-YL)FORMAMIDO]ACETIC ACID C1(CC1)CN(C(=O)C=1NC=C(C1)C(C)=O)CC(=O)O